OCC(CO)(CO)NCCS(=O)(=O)O 2-{[1,3-dihydroxy-2-(hydroxymethyl)propan-2-yl]amino}ethanesulfonic acid